C(#N)C1=CC=C(C=C1)NC(=O)C12C3C4C5C3C2C5C41C(=O)N[C@H](C(=O)NC4=CC=C(C(=O)NC1=C(C(=C(C(=O)NC5=CC=C(C(=O)O)C=C5)C=C1)O)OC(C)C)C=C4)CC#C 4-(4-{4-[(2s)-2-({8-[(4-Cyanophenyl)carbamoyl]cuban-1-yl}formamido)pent-4-ynamido]benzamido}-2-hydroxy-3-(propan-2-yloxy)benzamido)benzoic acid